4-(4-bromobenzoyl)piperidine-1-carboxylic acid tert-butyl ester C(C)(C)(C)OC(=O)N1CCC(CC1)C(C1=CC=C(C=C1)Br)=O